5-Methyl-N-((S)-1-(((S)-4-methyl-1-oxo-1-(((S)-1-oxo-3-((S)-2-oxopiperidin-3-yl)propan-2-yl)amino)pentan-2-yl)amino)-3-(naphthalen-1-yl)-1-oxopropan-2-yl)isoxazole-3-carboxamide CC1=CC(=NO1)C(=O)N[C@H](C(=O)N[C@H](C(N[C@H](C=O)C[C@H]1C(NCCC1)=O)=O)CC(C)C)CC1=CC=CC2=CC=CC=C12